N[C@H](C(OC)C1=C(C2=NSC(=C2S1)N(C(OC(C)(C)C)=O)CC=1SC=CC1)Br)C tert-butyl N-{5-[(2S)-2-amino-1-methoxypropyl]-6-bromothieno[3,2-c][1,2]thiazol-3-yl}-N-(thiophen-2-ylmethyl)carbamate